4-(4-bromothiophen-2-yl)-3-chlorobenzoic acid BrC=1C=C(SC1)C1=C(C=C(C(=O)O)C=C1)Cl